[Br-].C(C1=CC=CC=C1)(=O)C1=CC=C(C(=O)[N+](CCOC(C=C)=O)(C)C)C=C1 4-benzoyl-N,N-dimethyl-N-[2-(1-oxo-2-propenoxy)ethyl]benzoylammonium bromide